ClC1=C(C=C(C=2C(=C3N(C12)CCN(C3)C(=O)[C@H]3CN(CCO3)C)C=3C=NNC3)OCC#N)Cl (R)-2-((6,7-Dichloro-2-(4-methylmorpholine-2-carbonyl)-10-(1H-pyrazol-4-yl)-1,2,3,4-tetrahydropyrazino[1,2-a]indol-9-yl)oxy)acetonitrile